phenyl-(4-methoxyanilino)acetic acid methyl ester COC(C(NC1=CC=C(C=C1)OC)C1=CC=CC=C1)=O